COC1=C(CC=2C(=C(C=C(C2)[N+](=O)[O-])S(=O)(=O)N)C=2C=NC=CC2)C=CC(=C1)OC (2,4-Dimethoxybenzyl)-5-nitro-2-(pyridin-3-yl)benzenesulfonamide